N-(2-morpholinopyridin-4-yl)-7-methoxyquinazolin-4,6-diamine O1CCN(CC1)C1=NC=CC(=C1)NC1=NC=NC2=CC(=C(C=C12)N)OC